6-(1-((3'-Chloro-4'-(oxetan-3-yloxy)-[1,1'-biphenyl]-4-yl)methyl)-4-fluoro-1H-indole-7-carboxamido)spiro[3.3]heptane-2-carboxylic acid ClC=1C=C(C=CC1OC1COC1)C1=CC=C(C=C1)CN1C=CC2=C(C=CC(=C12)C(=O)NC1CC2(CC(C2)C(=O)O)C1)F